1,2-Bis(3-(trifluoromethyl)phenyl)hydrazine FC(C=1C=C(C=CC1)NNC1=CC(=CC=C1)C(F)(F)F)(F)F